C(C)C1=CC2=C(C(C=3NC=4N=C(C=CC4C3C2=O)C(=O)N2CCOCC2)(C)C)C=C1N1CCOCC1 7-Ethyl-10,10-dimethyl-2-(morpholine-4-carbonyl)-8-morpholine-4-yl-10,11-dihydro-1,11-diaza-benzo[b]fluorene-5-one